dimethyl-4-hydroxytryptamine DL-lactate C(C(O)C)(=O)O.CN(CCC1=CNC2=CC=CC(=C12)O)C